N1C=NC2=C1C=C(C=C2)O 1H-benzimidazol-6-ol